C(C)(=O)OCC=1C(=NC=CC1B(O)O)N1C(C=2N(CC1)C1=C(C2)CC(C1)(C)C)=O (3-(acetoxymethyl)-2-(7,7-dimethyl-1-oxo-3,4,7,8-tetrahydro-1H-cyclopenta[4,5]pyrrolo-[1,2-a]pyrazin-2(6H)-yl)pyridin-4-yl)boronic acid